Cl.C12CC(CC(CC1)N2)N(C=2SC1=NC(=CC=C1N2)C2=CC1=CN(N=C1C(=C2)C#N)C)C 5-{2-[(3-exo)-8-azabicyclo[3.2.1]oct-3-yl-(methyl)amino][1,3]thiazolo[5,4-b]pyridin-5-yl}-2-methyl-2H-indazole-7-carbonitrile hydrochloride